benzo[b]naphtho[2,3-d]thiophen-3-yl-boronic acid C1=CC(=CC=2SC3=C(C21)C=C2C=CC=CC2=C3)B(O)O